4-(4-(isothiazol-5-ylmethyl)piperazin-1-yl)-1H-pyrrolo[2,3-b]pyridin S1N=CC=C1CN1CCN(CC1)C1=C2C(=NC=C1)NC=C2